C(C)(C)(C)OC(=O)N[C@@H](C(=O)O)C1CCCCC1 N-(t-butoxycarbonyl)-D-2-cyclohexylglycine